CC=1N(N=C2C(=NN=C(C21)C)N2CC(CCC2)C(=O)NCCN2CCN(CC2)C)C2=CC=CC=C2 1-(3,4-dimethyl-2-phenyl-2H-pyrazolo[3,4-d]pyridazin-7-yl)-N-(2-(4-methylpiperazin-1-yl)ethyl)piperidine-3-carboxamide